(2S)-2-({2-[4-chloro-2-(trifluoromethoxy)phenyl][1,2,4]triazolo[1,5-c]quinazolin-5-yl}amino)butanamide ClC1=CC(=C(C=C1)C1=NN2C(=NC=3C=CC=CC3C2=N1)N[C@H](C(=O)N)CC)OC(F)(F)F